CC=1[C@H](C[C@@H](CC1)C(=C)C)O (1s,5r)-2-methyl-5-(1-methyl-vinyl)-2-cyclohexen-1-ol